ClC=1C=C(C=CC1)N1C(=NC2=C1C=C(C=C2)N2CCN(CC2)C)C#C 1-(3-chlorophenyl)-2-ethynyl-6-(4-methylpiperazin-1-yl)-1H-benzo[d]imidazole